C1(CC1)C=1OC(=C(N1)C(F)(F)F)C=O (2-cyclopropyl-4-(trifluoromethyl)oxazol-5-yl)methanone